NC=1C2=C(N=CN1)N(C=C2Cl)[C@H]2[C@H]([C@@H]([C@H](O2)COC2=CC=C1C=CC(=NC1=C2)NC)O)F (2R,3R,4S,5R)-5-(4-amino-5-chloro-7H-pyrrolo[2,3-d]pyrimidin-7-yl)-4-fluoro-2-(((2-(methylamino)quinolin-7-yl)oxy)methyl)tetrahydrofuran-3-ol